C1(CC1)C1=C(C(=C2N1CCN(C2)C(=O)NC(C)(CC(C)(C)C)C)C(=O)N)C2=CC=CC=C2 6-cyclopropyl-7-phenyl-N2-(2,4,4-trimethylpentan-2-yl)-3,4-dihydropyrrolo[1,2-a]pyrazine-2,8(1H)-dicarboxamide